ClC=1C=C2C=CNC2=C(C1)C=1C(N(CC(C1)C)C)CO (3-(5-chloro-1H-indol-7-yl)-1,5-dimethyl-1,2,5,6-tetrahydropyridin-2-yl)methanol